ClC=1C=2N(C=C(C1)S(=O)(=O)NC1(COC1)C)C(=NC2[2H])C=2SC(=NN2)C(F)F 8-chloro-3-(5-(difluoromethyl)-1,3,4-thiadiazol-2-yl)-N-(3-methyloxetan-3-yl)imidazo[1,5-a]pyridine-6-sulfonamide-1-d